ClC=1C(=NC(=NC1)NC1=CC=C2C=NN(C2=C1)C)NC1=C(C=CC=C1)P(C)(C)=O (2-((5-chloro-2-(((1-methyl)-1H-Indazol-6-yl)amino)pyrimidin-4-yl)amino)phenyl)dimethylphosphine oxide